(5-(5-bromobenzo[d]oxazol-2-yl)-8-((methyl-d3)amino)-2,7-naphthyridin-3-yl)cyclopropanecarboxamide BrC=1C=CC2=C(N=C(O2)C2=C3C=C(N=CC3=C(N=C2)NC([2H])([2H])[2H])C2(CC2)C(=O)N)C1